ClCC1=CC(=C(C=N1)OCC1CCN(CC1)C(=O)NC)C#N 4-(((6-(chloromethyl)-4-cyanopyridin-3-yl)oxy)methyl)-N-methylpiperidine-1-carboxamide